tert-butyl 1-((6-chloro-2H-pyrazolo[3,4-b]pyridin-2-yl)methyl)-3-azabicyclo[3.1.0]hexane-3-carboxylate ClC=1C=CC=2C(N1)=NN(C2)CC21CN(CC1C2)C(=O)OC(C)(C)C